FC1=C2C3(C(N(C2=CC=C1)C1=C(C=NN1C)I)=O)CC3 fluoro-1'-(4-iodo-methyl-1H-pyrazol-5-yl)spiro[cyclopropane-1,3'-indoline]-2'-one